CC1=C(OCC2=C(C=CC=C2)\C(\C(=O)NC)=N/OC)C=C(C=C1)C (2E)-2-[2-[(2,5-dimethylphenoxy)methyl]phenyl]-2-methoxyimino-N-methylacetamide